BrC=1C=C2N=CC=NC2=CC1Br 6,7-dibromoquinoxaline